C(=O)C1=C(N(C(=C1)C)C=1SC(=C(C1C#N)C)C)C 2-(3-formyl-2,5-dimethyl-1H-pyrrol-1-yl)-4,5-dimethylthiophene-3-carbonitrile